OC1(C(C(=O)[O-])=NC(NC1=O)=O)O dihydroxyorotate